2-(1-methyl-1H-pyrazol-4-yl)-3-oxo-6-(pyridin-4-yl)-2,3-dihydropyridazin-4-carboxylic acid CN1N=CC(=C1)N1N=C(C=C(C1=O)C(=O)O)C1=CC=NC=C1